2-methoxy-N-(4-methoxy-6-(3-(4-propioloylpiperazin-1-yl)phenyl)benzo[d]isoxazol-3-yl)benzenesulfonamide COC1=C(C=CC=C1)S(=O)(=O)NC1=NOC2=C1C(=CC(=C2)C2=CC(=CC=C2)N2CCN(CC2)C(C#C)=O)OC